C(=O)C1CCC(CC1)N1N=C2C=C(C(=CC2=C1)NC(=O)C1=NC(=CC=C1)C(F)(F)F)SC N-[2-(4-formylcyclohexyl)-6-methylsulfanyl-indazol-5-yl]-6-(trifluoromethyl)pyridine-2-carboxamide